N-{5-[3-(4,4-difluorocyclohexyl)-1,2,4-oxadiazol-5-yl]-4,5,6,7-tetrahydro[1,3]thiazolo[5,4-c]pyridin-2-yl}-N'-[(1-hydroxycyclopropyl)methyl]urea FC1(CCC(CC1)C1=NOC(=N1)N1CC2=C(CC1)N=C(S2)NC(=O)NCC2(CC2)O)F